N-((1-(4-amino-3-(4-((5-fluoro-2-methoxybenzamido)methyl)phenyl)-1H-pyrazolo[3,4-d]pyrimidin-1-yl)cyclopropyl)methyl)-3-cyano-N-methyl-1H-1,2,4-triazole-1-carboxamide NC1=C2C(=NC=N1)N(N=C2C2=CC=C(C=C2)CNC(C2=C(C=CC(=C2)F)OC)=O)C2(CC2)CN(C(=O)N2N=C(N=C2)C#N)C